N1(CCC1)C(CN1C(N(C2=NC=C(C=C21)C2=CSC(=C2)C(F)F)C)=O)=O 1-[2-(azetidin-1-yl)-2-oxo-ethyl]-6-[5-(difluoromethyl)-3-thienyl]-3-methyl-imidazo[4,5-b]pyridin-2-one